FC1(CCC(CC1)CNC=1N=CC2=C(N1)NC=C2C=2C=C1N=CC=NC1=CC2)F N-((4,4-difluorocyclohexyl)methyl)-5-(quinoxalin-6-yl)-7H-pyrrolo[2,3-d]pyrimidin-2-amine